2-(azepan-1-yl)-4-(3-cyclopropyl-1H-1,2,4-triazol-5-yl)benzoic acid methyl ester COC(C1=C(C=C(C=C1)C1=NC(=NN1)C1CC1)N1CCCCCC1)=O